C(O)NC(=O)NCO 1,3-di-methylolurea